C(C)(C)(C)OC(=O)N1CC(C1)N1CC(C1)N1C(N(CC=2C1=NC(=NC2)NC)C2=C(C(=CC(=C2Cl)OC)OC)Cl)=O 3-(3-(2,6-dichloro-3,5-dimethoxyphenyl)-7-(methylamino)-2-oxo-3,4-dihydropyrimido[4,5-d]pyrimidin-1(2H)-yl)-[1,3'-biazetidine]-1'-carboxylic acid tert-butyl ester